O1CCN(CC1)C1=CC=C(C=O)C=C1 4-Morpholinobenzaldehyd